C(C1=CC=CC=C1)N1CCN(CC1)C(CCl)=O 1-(4-benzylpiperazin-1-yl)-2-chloroethan-1-one